O1C=CC2=C1C(=CC=C2)C(CC)O (benzofuran-7-yl)propan-1-ol